ClCCCCN(C)C 4-chloro-N,N-dimethylbutan-1-amine